5-(((S)-1-(3-oxo-3-((R)-3-(trifluoromethyl)-6a,7,9,10-tetrahydro-12H-pyrazino[2,1-c]pyrido[2,3-f][1,4]oxazepin-8(6H)-yl)propoxy)prop-2-yl)amino)-4-(trifluoromethyl)pyridazin-3(2H)-one O=C(CCOC[C@H](C)NC1=C(C(NN=C1)=O)C(F)(F)F)N1C[C@@H]2COC3=C(CN2CC1)N=CC(=C3)C(F)(F)F